COC1=CC=C(C=C1)C1=CSC=2N=C3N(CCC4=C3NC3=CC=CC=C43)C(C21)=O 3-(4-methoxyphenyl)-6,7-dihydrothieno[2'',3'':4',5']pyrimido[1',2':1,2]pyrido[3,4-b]indol-4(12H)-one